2-(2,4,6-trimethylphenyl)-4,6-bis[2-hydroxy-4-(3-butoxy-2-hydroxypropoxy)phenyl]-s-triazine CC1=C(C(=CC(=C1)C)C)C1=NC(=NC(=N1)C1=C(C=C(C=C1)OCC(COCCCC)O)O)C1=C(C=C(C=C1)OCC(COCCCC)O)O